3-(3,4,5-trichlorophenyl)cyclopropane-1-carboxamide ClC=1C=C(C=C(C1Cl)Cl)C1CC1C(=O)N